The molecule is a cyclic tetrapyrrole anion obtained by removal of two protons from the carboxy and acidic methylene groups of epoxypheophorbide a. It is a conjugate base of an epoxypheophorbide a(1-). CCC1=C2/C=C\\3/C(=C4C(=C(C5=N/C(=C\\C6=NC7(C(O7)C(=C1C)N2)C(=C6C)C=C)/[C@H]([C@@H]5CCC(=O)[O-])C)C(=C4[O-])C(=O)OC)N3)C